C(OC[C@H]1O[C@H](C[C@@H]1O)N1C(NC(C(=C1)C)=O)=O)(OCC[Si](C)(C)C)=O ((2R,3S,5R)-3-Hydroxy-5-(5-methyl-2,4-dioxo-3,4-dihydropyrimidin-1(2H)-yl)tetrahydrofuran-2-yl)methyl (2-(trimethylsilyl)ethyl) carbonate